N1(CCC1)C1=CC=C(C(=N1)C)CN1N=CC(=C1)N 1-((6-(Azetidin-1-yl)-2-methylpyridin-3-yl)methyl)-1H-pyrazol-4-amine